FC1=C(C#N)C=C(C=C1)OC=1C(=C2C=CN(C2=CC1F)S(=O)(=O)C1=CC=C(C)C=C1)CC=O 2-Fluoro-5-((6-fluoro-4-(2-oxoethyl)-1-tosyl-1H-indol-5-yl)oxy)benzonitrile